C(C=C)(=O)OCC(C(C(F)(F)F)F)(F)F 2,2,3,4,4,4-hexafluorobutyl acrylate